(S)-2-(5,6-dihydro-4H-pyrrolo[1,2-b]pyrazol-3-yl)-N-(2-methyl-5-((2-(3-methylpyrrolidin-1-yl)ethyl)carbamoyl)pyridin-3-yl)pyrazolo[5,1-b]thiazole-7-carboxamide N=1N2C(=C(C1)C1=CN3C(S1)=C(C=N3)C(=O)NC=3C(=NC=C(C3)C(NCCN3C[C@H](CC3)C)=O)C)CCC2